C1(=CC=C(C=C1)N(C1=CC=C2C=CC=3C(=CC=C4C=CC1=C2C34)N(C3=CC=C(C=C3)C)C3=CC=C(C=C3)C)C3=CC=C(C=C3)C)C N,N,N',N'-tetra(p-tolyl)pyrene-1,6-diamine